tert-butyl 7,9-dimethyl-3-oxo-2,8-diazaspiro[4.5]decane-8-carboxylate CC1CC2(CC(NC2)=O)CC(N1C(=O)OC(C)(C)C)C